tert-butyl (R)-3-(2-fluoroisonicotinamido)pyrrolidine-1-carboxylate FC=1C=C(C(=O)N[C@H]2CN(CC2)C(=O)OC(C)(C)C)C=CN1